C12(CC3CC(CC(C1)C3)C2)CBr adamantan-1-ylmethyl bromide